4-(6-(5-((2-fluorophenyl)sulfonyl)-tert-butyl 6-methoxypyridin-3-yl)pyrido[3,2-d]pyrimidin-4-yl)piperazine-1-carboxylate FC1=C(C=CC=C1)S(=O)(=O)C=1C=C(C(=NC1OC)C(C)(C)C)C=1C=CC=2N=CN=C(C2N1)N1CCN(CC1)C(=O)[O-]